ClC1=CC2=C(SC3=C2C=CC=C3Cl)C=C1 2,6-dichlorodibenzo[b,d]thiophene